(pyridin-3-yl)pyrazolo[1,5-a]pyridine N1=CC(=CC=C1)C1=NN2C(C=CC=C2)=C1